C(=O)O.ClC1=CC=2C3=C(C=NC2C=C1)N=C(N3C3CC(OCC3)(C)C)CN3N=CN=C3 8-chloro-1-(2,2-dimethyltetrahydro-2H-pyran-4-yl)-2-(1H-1,2,4-triazol-1-ylmethyl)-1H-imidazo[4,5-c]quinoline, formate salt